FC=1C=C(C=C(C1)F)[C@H]1N(OCC1)C(=O)C1CCC(CC1)COC1=CC(=NC=N1)C#N 6-((4-((S)-3-(3,5-difluorophenyl)isoxazolidine-2-carbonyl)cyclohexyl)methoxy)pyrimidine-4-carbonitrile